2-bromo-5-[(3S)-3-fluoropyrrolidine-1-sulfonyl]benzoic acid BrC1=C(C(=O)O)C=C(C=C1)S(=O)(=O)N1C[C@H](CC1)F